ClC1=CC=C(C=C1)CNC1=NC(=CC=C1C(=O)N)N1C=NC2=C1C=C(C(=C2)OC)OC 2-[(4-chlorophenyl)methylamino]-6-(5,6-dimethoxybenzimidazol-1-yl)pyridine-3-carboxamide